BrC=1C=CC=2N(C1)C(=C(N2)C2=CC(=C(C=C2)OC)OC)C=O 6-BROMO-2-(3,4-DIMETHOXYPHENYL)IMIDAZO[1,2-A]PYRIDIN-3-CARBALDEHYDE